COC=1C2=C(N=C(N1)NC1CC(C1)(C)NC(C)=O)NC=C2C2=CC=1N(C=C2)N=CC1 N-((1s,3s)-3-((4-methoxy-5-(pyrazolo[1,5-a]pyridin-5-yl)-7H-pyrrolo[2,3-d]pyrimidin-2-yl)amino)-1-methylcyclobutyl)acetamide